tert-butyl N-[2-[[3-[[1-(2-chlorophenyl)-2-[(3,3-difluorocyclobutyl)amino]-2-oxo-ethyl]-[(2S)-5-oxopyrrolidine-2-carbonyl]amino]-5-fluoro-phenyl]sulfonylamino]ethyl]-N-methyl-carbamate ClC1=C(C=CC=C1)C(C(=O)NC1CC(C1)(F)F)N(C=1C=C(C=C(C1)F)S(=O)(=O)NCCN(C(OC(C)(C)C)=O)C)C(=O)[C@H]1NC(CC1)=O